N-(4-(2-[(2R)-2-(hydroxymethyl)pyrrolidinyl]-2-oxoethyl)phenyl){[(4-fluorophenyl)methyl]amino}carboxamide OC[C@@H]1N(CCC1)C(CC1=CC=C(C=C1)NC(=O)NCC1=CC=C(C=C1)F)=O